3-(2-methyl-1-oxo-1,2-dihydro-6-isoquinolinyl)-N-(2-oxetanylmethyl)-6-quinoxalinecarboxamide CN1C(C2=CC=C(C=C2C=C1)C=1C=NC2=CC=C(C=C2N1)C(=O)NCC1OCC1)=O